((2-(((S)-1-((S)-2-(1-azaspiro[4.4]nonane-1-carbonyl)pyrrolidin-1-yl)-3,3-dimethyl-1-oxobutan-2-yl)carbamoyl)benzo[b]thiophen-5-yl)difluoromethyl)phosphonic acid N1(CCCC12CCCC2)C(=O)[C@H]2N(CCC2)C([C@H](C(C)(C)C)NC(=O)C2=CC1=C(S2)C=CC(=C1)C(F)(F)P(O)(O)=O)=O